benzoBenzophospholane P1CCC2=C1C1=C(C=C2)C=CC=C1